CN1CCN(CC1)CC(=O)N(C)C1=CC=C(N\C(\C2=CC=CC=C2)=C\2/C(NC3=CC(=CC=C23)C(=O)OC)=O)C=C1 3-Z-[1-(4-(N-((4-methyl-piperazin-1-yl)-methylcarbonyl)N-methyl-amino)-anilino)-1-phenyl-methylene]-6-methoxycarbonyl-2-indolinone